C1(CC1)C=1C=C(OC=2C=NC=3N(C2C(=O)Cl)N=CN3)C=CC1 6-(3-cyclopropylphenoxy)-[1,2,4]triazolo[1,5-a]pyrimidine-7-carbonyl chloride